CN1N=C(C=C1C(F)(F)F)[C@@H]1[C@H](C(NC1)=O)C(=O)OCC ethyl (3R,4R)-4-[1-methyl-5-(trifluoromethyl)pyrazol-3-yl]-2-oxo-pyrrolidine-3-carboxylate